FC1(CN(CC[C@H]1NC1=NN2C(C=N1)=C(C(=C2)F)C2=CC=C1C(=N2)N(C(=N1)C)CC(F)F)C1COC1)F (R)-N-(3,3-Difluoro-1-(oxetan-3-yl)piperidin-4-yl)-5-(3-(2,2-difluoroethyl)-2-methyl-3H-imidazo[4,5-b]pyridin-5-yl)-6-fluoropyrrolo[2,1-f][1,2,4]triazin-2-amine